2-(3-chloro-4-(6-(1-methylcyclopropoxy)-9-((4-methylpyridin-2-yl)methyl)-9H-purin-8-yl)phenyl)-1-(4-hydroxypiperidin-1-yl)ethan-1-one ClC=1C=C(C=CC1C=1N(C2=NC=NC(=C2N1)OC1(CC1)C)CC1=NC=CC(=C1)C)CC(=O)N1CCC(CC1)O